ClC1=C(C=CC(=C1)C)N(C=1C=C(C(=O)N2CCN(CC2)CC2=NC3=C(N2C[C@H]2OCC2)C=C(C=C3)C(=O)O)C=C(C1)F)C 2-[(4-{3-[(2-chloro-4-methylphenyl)(methyl)amino]-5-fluorobenzoyl}piperazin-1-yl)methyl]-1-{[(2S)-oxetan-2-yl]methyl}-1H-1,3-benzodiazole-6-carboxylic acid